F[C@H]1CN(CC1)C1=CC=C(C=N1)CNC1=NC=NC(=C1)C1=CN=C2N1C=CC=C2 N-({6-[(3R)-3-Fluoropyrrolidin-1-yl]pyridin-3-yl}methyl)-6-{imidazo[1,2-a]pyridin-3-yl}pyrimidin-4-amine